4-phenyl-1,2,3,5-tetrahydro-s-indacene C1(=CC=CC=C1)C1=C2CCCC2=CC=2C=CCC12